benzofuranAt O1C(=CC2=C1C=CC=C2)C(=O)[O-]